C(CCC)N(C(=O)OCC1=C(C=NN1C)C1=NC=C(C(=N1)CC)OC1CCCCC1)C (1S,3S)-3-({2-[5-({[Butyl(methyl)carbamoyl]oxy}methyl)-1-methyl-1H-pyrazol-4-yl]-4-ethylpyrimidin-5-yl}oxy)cyclohexan